C(C)CC(CC(=O)[O-])=O.C(C)CC(CC(=O)[O-])=O.[O-]CCC.[O-]CCC.[Ti+4] titanium dipropoxide bis(ethyl acetoacetate)